C(C)OC=1C(=NC(=NC1)NC1=CC=C(C(=O)NC2=C(C=CC(=C2)CN2CCN(CC2)C)C)C=C1)C1=CC=C(C=C1)F 4-[5-Ethoxy-4-(4-fluoro-phenyl)-pyrimidin-2-yl-amino]-N-[2-methyl-5-(4-methyl-piperazin-1-yl-methyl)-phenyl]-benzamide